F[C@@H]1CN(CC[C@@H]1OC)C1=NC(=NC=N1)NC=1N=CC2=C(N=CC(=C2C1)C(C)C)N1CC(C1)CS(=O)(=O)C N-(4-((3R,4S)-3-fluoro-4-methoxypiperidin-1-yl)-1,3,5-triazin-2-yl)-5-isopropyl-8-(3-((methanesulfonyl)methyl)azetidin-1-yl)-2,7-naphthyridin-3-amine